N1(C=NC=C1)C=1C=C2C(=C(N1)C(=O)NC1CCC(CC1)CC(=O)O)NN=C2 2-((1r,4r)-4-(5-(1H-imidazol-1-yl)-1H-pyrazolo[3,4-c]pyridine-7-carboxamido)cyclohexyl)acetic acid